2-(azetidin-3-yl)-3-(3-(2-((3-(2-(azetidin-3-yl)-2-carboxyethyl)benzyl)(2-(3-(2-(azetidin-3-yl)-2-carboxyethyl)phenoxy)ethyl)amino)-2-oxoethyl)phenyl)propanoic acid N1CC(C1)C(C(=O)O)CC1=CC(=CC=C1)CC(=O)N(CCOC1=CC(=CC=C1)CC(C(=O)O)C1CNC1)CC1=CC(=CC=C1)CC(C(=O)O)C1CNC1